BrC=1C=C(C=2N(C1)C=C(N2)C21CC(C2)(C1)N(C)C1CC1)F 3-(6-bromo-8-fluoro-imidazo[1,2-a]pyridin-2-yl)-N-cyclopropyl-N-methyl-bicyclo[1.1.1]pentan-1-amine